(trans)-2-((2-((4-bromo-3-fluoro-5-(hydroxymethyl)phenyl)amino)-5-chloropyrimidin-4-yl)amino)cyclohexanecarbonitrile BrC1=C(C=C(C=C1CO)NC1=NC=C(C(=N1)N[C@H]1[C@@H](CCCC1)C#N)Cl)F